[SH-].C(=C)C(C(C1=CC=CC=C1)C=C)C1=CC=CC=C1 divinyl-1,2-diphenyl-ethane Bisulfid